4-(2-(4-methoxy-1H-indol-3-yl)ethyl)morpholine-d8 COC1=C2C(=CNC2=CC=C1)CCN1C(C(OC(C1([2H])[2H])([2H])[2H])([2H])[2H])([2H])[2H]